monosodium ditaurinate NCCS(=O)(=O)[O-].NCCS(=O)(=O)O.[Na+]